C([C@@H](C(=O)O)N)SSC[C@@H](C(=O)O)N anti-cystine